Copper-indium-selenium [Se].[In].[Cu]